methyl-(phenyl)dipropoxysilane C[Si](OCCC)(OCCC)C1=CC=CC=C1